FC1=C(CNC2=NC(N3C(N4C(CS(CC4)=O)C3)=C2)=O)C=CC=C1F 7-((2,3-Difluoro-benzyl)amino)-3,4,11,11a-tetrahydro-pyrimido[6',1':2,3]imidazo[5,1-c][1,4]thiazin-9(1H)-one-2-oxide